(3-(difluoromethoxy)-5-nitrophenyl)(morpholine) FC(OC=1C=C(C=C(C1)[N+](=O)[O-])N1CCOCC1)F